(3S,4S)-1-(tert-butoxycarbonyl)pyrrolidine-3,4-dicarboxylic acid C(C)(C)(C)OC(=O)N1C[C@H]([C@@H](C1)C(=O)O)C(=O)O